(R)-3-(6-(4-((4-(6-(3-methyl-1H-1,2,4-triazol-1-yl)pyridin-2-yl)piperazin-1-yl)methyl)benzyl)-2-oxobenzo[cd]indol-1(2H)-yl)piperidine-2,6-dione CC1=NN(C=N1)C1=CC=CC(=N1)N1CCN(CC1)CC1=CC=C(CC=2C=3C4=C(C(N(C4=CC2)[C@H]2C(NC(CC2)=O)=O)=O)C=CC3)C=C1